o-(dihydroxyboryl)aniline OB(C1=C(N)C=CC=C1)O